FC1=C(C)C(=C(C(=C1F)F)F)F 2,3,4,5,6-pentafluorotoluene